N-(5-(3-butenyl)-1,3,4-selenadiazol-2-yl)-3-(2-methoxyphenyl)isonicotinamide C(CC=C)C1=NN=C([Se]1)NC(C1=C(C=NC=C1)C1=C(C=CC=C1)OC)=O